C(C)OC(=O)C=1N(C=CN1)NC(=O)OCC 1-((ethoxycarbonyl)amino)-1H-imidazole-2-carboxylic acid ethyl ester